NC\C=C(\CN1N=NC2=C1C=C(C=C2C2=CC(=CC=C2)S(NC(C)(C)C)(=O)=O)C(=O)OC)/F Methyl (Z)-1-(4-amino-2-fluorobut-2-en-1-yl)-4-(3-(N-(tert-butyl)sulfamoyl)phenyl)-1H-benzo[d][1,2,3]triazole-6-carboxylate